dodecyl-imidazole tetrafluoroborate F[B-](F)(F)F.C(CCCCCCCCCCC)C=1NC=CN1